F[C@H]1CN(CC[C@H]1N(C)C1=CC=CC2=C1SC(=C2CC(F)(F)F)I)C (3S,4R)-3-fluoro-N-(2-iodo-3-(2,2,2-trifluoroethyl)benzo[b]thiophen-7-yl)-N,1-dimethylpiperidin-4-amine